CN1CC(=C(C2=CC=C3C(=C12)SC1=C3C=CC=C1)O)C(C(F)(F)F)=O 1-methyl-4-hydroxy-3-(2,2,2-trifluoroethane-1-one-1-yl)-[1]benzothieno[3,2-h]quinoline